FC(C=1C=CC(=C2C=CC=NC12)N1C[C@@H](C[C@@H](C1)C)N)F (3R,5S)-1-(8-(difluoromethyl)quinolin-5-yl)-5-methylpiperidin-3-amine